acetaldehyde monoperacetate C(C)(=O)OO.C(C)=O